NC1=CC=C(C=C1)NC(C(=C)C)=O N-(4-aminophenyl)methacrylamide